((1-phenylpyrrolidin-3-yl)methyl)-1H-imidazole-1-carboxamide C1(=CC=CC=C1)N1CC(CC1)CC=1N(C=CN1)C(=O)N